ICCSC(CCOC)=O 3-methoxythiopropionic acid-S-(2-iodoethyl) ester